6-ethoxy-2-methyl-N-(6-(piperidin-4-yl)pyridazin-3-yl)pyrazolo[1,5-a]pyridine-5-carboxamide hydrochloride Cl.C(C)OC=1C(=CC=2N(C1)N=C(C2)C)C(=O)NC=2N=NC(=CC2)C2CCNCC2